[Sn]=O.[Cu].[Co] cobalt-copper-tin oxide